ClC1=C(C(=O)NC2=C3C=NN(C3=CC=C2)C=2C=NC=C(C2)COC)C=C(C=C1)CNC(C(C)(C)C)=O 2-Chloro-5-{[(2,2-dimethylpropanoyl)amino]methyl}-N-{1-[5-(methoxymethyl)pyridin-3-yl]-1H-indazol-4-yl}benzamide